N-(3-ethylphenyl)-3-methyl-5-oxo-1-(quinolin-7-yl)-4,5-dihydro-1H-pyrazole-4-carboxamide C(C)C=1C=C(C=CC1)NC(=O)C1C(=NN(C1=O)C1=CC=C2C=CC=NC2=C1)C